[I-].C[N+]1=CN(C=C1)C1=C(C=CC=C1)C1=C(C=CC=C1)C 3-methyl-1-(2'-methylbiphenyl-2-yl)-1H-imidazol-3-ium iodide